C(C)(C)(C)OC(=O)N[C@@H](C(=O)OC)CC1=C(C=CC=C1)OCC1=NC(=NC=C1)C1=C(C=CC=C1)OC methyl (R)-2-[(tert-butoxycarbonyl)amino]-3-(2-{[2-(2-methoxyphenyl)pyrimidin-4-yl]methoxy}phenyl)propanoate